1-((2-(trimethylsilyl)ethoxy)methyl)-1H-benzo[d]imidazole-7-carboxamide C[Si](CCOCN1C=NC2=C1C(=CC=C2)C(=O)N)(C)C